N[C@@H](CC(=O)O)C(=O)O.[K] Potassium Aspartic Acid